CC(=O)[C@H]1CC[C@@H]2[C@@]1(CC[C@H]3[C@H]2CC=C4[C@@]3(CC[C@@H](C4)OS(=O)(=O)[O-])C)C The molecule is a steroid sulfate oxoanion that is the conjugate base of pregnenolone sulfate, obtained by deprotonation of the sulfo group; major species at pH 7.3. It is a conjugate base of a pregnenolone sulfate.